C(CCCCC)C(CC(=O)OCCCCCCOC(C(CCC(=O)OCCCCCCOC(CC(CCCCCCCC)CCCCCC)=O)O[Si](C1=CC=CC=C1)(C1=CC=CC=C1)C(C)(C)C)=O)CCCCCCCC.C1(=CC=CC=C1)CC(C)S(=O)(=O)CC1=CC=CC=C1 1-phenyl-2-toluenesulfonyl-propane bis(6-((3-hexylundecanoyl)oxy)hexyl)2-((tert-butyldiphenylsilyl)oxy)pentanedioate